imino disuccinate tetrapotassium [K+].[K+].[K+].[K+].C(CCC(=O)[O-])(=O)ONOC(CCC(=O)[O-])=O.N(OC(CCC(=O)[O-])=O)OC(CCC(=O)[O-])=O